meta-coumaric acid C(\C=C\C1=CC(=CC=C1)O)(=O)O